Cl.N[C@H](C(=O)O)CC1=CC=C(C=C1)C1=CSC2=C1N=CN=C2O[C@@H](C(F)(F)F)C2=C(C=C(C=C2)Cl)C=2COCCC2 (S)-2-amino-3-(4-(4-((R)-1-(4-chloro-2-(5,6-dihydro-2H-pyran-3-yl)phenyl)-2,2,2-trifluoroethoxy)thieno[3,2-d]pyrimidine-7-yl)phenyl)propionic acid hydrochloride